ClC=1C=C(C=CC1Cl)C(C#N)O[Si](C)(C)C 2-(3,4-dichlorophenyl)-2-((trimethylsilyl)oxy)acetonitrile